6-chloro-5-(dimethylamino)-2-(3-(methoxymethoxy)phenyl)-4-nitropyridazin-3(2H)-one ClC=1C(=C(C(N(N1)C1=CC(=CC=C1)OCOC)=O)[N+](=O)[O-])N(C)C